C[C@H]1N(CCOC1)C1=CC(NC(=C1)N1C(CCCC1)C(F)(F)F)=O 4-[(3R)-3-methylmorpholin-4-yl]-6-[2-(trifLuoromethyl)-1-piperidyl]-1H-pyridin-2-one